(S)-3-(6-cyclopropyl-4-(1,2,2,2-tetrafluoro-1-(4-methyl-4H-1,2,4-triazol-3-yl)ethyl)pyridin-2-yl)-7-(((2-methoxyethyl)amino)methyl)-9-(trifluoromethyl)-4H-pyrido[1,2-a]pyrimidin-4-one C1(CC1)C1=CC(=CC(=N1)C1=CN=C2N(C1=O)C=C(C=C2C(F)(F)F)CNCCOC)[C@@](C(F)(F)F)(C2=NN=CN2C)F